C1(=CC=CC=C1)C1=C(C(=O)OC2=CC(=NO2)C)C=CC(=C1OC)OC (3-methylisoxazol-5-yl) phenyl-3,4-dimethoxybenzoate